alpha-methyl-toluene CCC1=CC=CC=C1